[Mg+2].C1(=CC=CC=C1)S(=O)(=O)[O-].C1(=CC=CC=C1)S(=O)(=O)[O-] benzenesulfonic acid, magnesium salt